2-chloro-N-(1-cyanocyclopropyl)-5-iodobenzamide ClC1=C(C(=O)NC2(CC2)C#N)C=C(C=C1)I